N1=CC=NC(C=C1)=O [1,4]diazepine-5-on